3-(2-((5-(4-fluorobenzyl)-1,3,4-oxadiazol-2-yl)thio)ethyl)-6-chloroquinazolin-4(3H)-one FC1=CC=C(CC2=NN=C(O2)SCCN2C=NC3=CC=C(C=C3C2=O)Cl)C=C1